C(C)(C)(C)N(C(O)=O)C(CC1=CC(=CC(=C1)F)F)C1=C(C=C2C(=N1)N=CS2)Br.BrC2=CC(=NC=C2)C(F)(F)F 4-bromo-2-(trifluoromethyl)pyridine tert-butyl-(1-(6-bromothiazolo[4,5-b]pyridin-5-yl)-2-(3,5-difluorophenyl)ethyl)carbamate